3-[4-(5-carbamoyl-pyrazin-2-yl)pyridazin-1-ium-1-yl]propionic acid C(N)(=O)C=1N=CC(=NC1)C1=CN=[N+](C=C1)CCC(=O)O